C(CCC)OC(C)OC=1C=C(C=C)C=CC1 m-(1-n-butoxyethoxy)styrene